C1CC=C2C(C1)CCCN2 octaHydroquinoline